N-(5-((cis)-2,6-dimethylmorpholino)-4'-((4-ethoxy-6-(methylsulfonyl)pyridin-2-yl)amino)-[2,3'-bipyridin]-6'-yl)acetamide C[C@@H]1O[C@@H](CN(C1)C=1C=CC(=NC1)C=1C=NC(=CC1NC1=NC(=CC(=C1)OCC)S(=O)(=O)C)NC(C)=O)C